Methyl-(5RS)-2-(4-chlorobenzyl)-3-oxo-2,3,5,6,7,8-hexahydro[1,2,4]triazolo[4,3-a]pyridine-5-Carboxylate COC(=O)[C@H]1CCCC=2N1C(N(N2)CC2=CC=C(C=C2)Cl)=O |r|